ClC1=NC2=CC=CC=C2N=C1C1=CC=C(C=C1)C1=NC(=NC(=N1)C1=CC=CC=C1)C1=CC=CC=C1 2-chloro-3-(4-(4,6-diphenyl-1,3,5-triazin-2-yl)phenyl)quinoxaline